(S)-1-(5-((3,8-dichloroimidazo[1,2-a]pyridin-7-yl)thio)pyrazin-2-yl)-4'H,6'H-spiro[piperidine-4,5'-pyrrolo[1,2-b]pyrazol]-4'-amine ClC1=CN=C2N1C=CC(=C2Cl)SC=2N=CC(=NC2)N2CCC1([C@@H](C=3N(N=CC3)C1)N)CC2